1,4-Dimethyl-5-(tributylstannyl)-1H-pyrazole CN1N=CC(=C1[Sn](CCCC)(CCCC)CCCC)C